3-((3-(2,5-dichloro-4-ethoxyphenyl)allyl)thio)-5,5-dimethyl-4,5-dihydroisoxazole ClC1=C(C=C(C(=C1)OCC)Cl)C=CCSC1=NOC(C1)(C)C